5-((4-((4-chlorophenyl)ethynyl)-5-methoxypyrimidin-2-yl)oxy)-1H-1,2,3-triazole-4-carboxylic acid ClC1=CC=C(C=C1)C#CC1=NC(=NC=C1OC)OC1=C(N=NN1)C(=O)O